(3R,6S,9aS)-1-((E)-3-(benzo[d]thiazol-2-yl)acryloyl)-8-(1-(5-fluoropyrimidine-2-carbonyl)piperidin-4-yl)-3,6-diisobutyltetrahydropyrazino[2,1-c][1,2,4]oxadiazine-4,7(3H,6H)-dione S1C(=NC2=C1C=CC=C2)/C=C/C(=O)N2O[C@@H](C(N1[C@@H]2CN(C([C@@H]1CC(C)C)=O)C1CCN(CC1)C(=O)C1=NC=C(C=N1)F)=O)CC(C)C